ONC(=O)[C@H]1C[C@@H]2N(C=3C=CC=CC3N(C2)C2=CC=C(C=C2)C(F)(F)F)CC1 (trans)-N-hydroxy-5-(4-(trifluoromethyl)phenyl)-6,6a,7,8,9,10-hexahydro-5H-pyrido[1,2-a]quinoxaline-8-carboxamide